(2S)-2-amino-N-[4-[3-(4-pyridyl)phenyl]thiazol-2-yl]propanamide N[C@H](C(=O)NC=1SC=C(N1)C1=CC(=CC=C1)C1=CC=NC=C1)C